2,6-dibromopyridin-4-ol BrC1=NC(=CC(=C1)O)Br